3-methyl-1-(trifluoromethyl)-1H-indazol-6-ol CC1=NN(C2=CC(=CC=C12)O)C(F)(F)F